FC1=C(C(=O)NC2=C(C(=O)NCCN3CCOCC3)C=CC=C2C)C=CC=C1 2-[(2-Fluorobenzoyl)amino]-3-methyl-N-(2-morpholin-4-ylethyl)benzamid